BrC=1C=C2C=C(N=CC2=CC1)NC(=O)C1CCN(CC1)CCC(F)(F)F N-(6-Bromoisoquinolin-3-yl)-1-(3,3,3-trifluoropropyl)piperidine-4-carboxamide